triethylammonium aminoethylaminoethanesulfonate NCCNC(C)S(=O)(=O)[O-].C(C)[NH+](CC)CC